CN(C)\C=C\1/C2CCC(CC1=O)N2C(=O)OC(C)(C)C (E)-tert-butyl 2-((dimethylamino)methylene)-3-oxo-8-azabicyclo[3.2.1]octane-8-carboxylate